2,5-bis(trimethylstannyl)thieno[3,2-b]thiophene C[Sn](C1=CC2=C(S1)C=C(S2)[Sn](C)(C)C)(C)C